[Ca].[Ti].[Cu] copper titanium calcium salt